FC1(CC1)C(=O)N[C@H](C(=O)N1C(CC(C1)O)C(=O)NCC1=CC=C(C=C1)C1=C(N=CS1)C)C(C)(C)S 1-((R)-2-(1-fluorocyclopropane-1-amido)-3-mercapto-3-methylbutanoyl)-4-hydroxy-N-(4-(4-methylthiazol-5-yl)benzyl)pyrrolidine-2-carboxamide